C(C1=CC=CC=C1)OC([C@@H](N)CCCNC(=O)N)=O.C1(=CC=CC=C1)OP(=O)(O)O phenylphosphate-L-citrulline benzyl ester